2-{[(3S)-3-{3-[(4-chloro-2-fluorophenoxy)methyl]phenyl}pyrrolidin-1-yl]methyl}-1-{[(2S)-oxetan-2-yl]methyl}-1H-1,3-benzodiazole-6-carboxylic acid ClC1=CC(=C(OCC=2C=C(C=CC2)[C@H]2CN(CC2)CC2=NC3=C(N2C[C@H]2OCC2)C=C(C=C3)C(=O)O)C=C1)F